B(OC(=O)OC(C)(C)C)([O-])[O-] (t-butoxycarbonyl) borate